3-acetyl-4-(benzo[b]thiophen-3-yl)-2-methyl-4,7-dihydrofuro[3,4-b]pyridin-5(1H)-one C(C)(=O)C=1C(C2=C(NC1C)COC2=O)C=2C1=C(SC2)C=CC=C1